ClC=1C(=NC=C(C1SC1=NN=C(S1)C(=O)NC=1C=CC2=C(S(C=C2)(=O)=O)C1)Cl)NCCCN(C)C 5-[(3,5-dichloro-2-{[3-(dimethylamino)propyl]amino}pyridin-4-yl)sulfanyl]-N-(1,1-dioxidobenzo[b]thiophen-6-yl)-1,3,4-thiadiazole-2-carboxamide